3-(3-tert-butyl-6,8-difluoro-[1,2,4]triazolo[4,3-a]pyridin-7-yl)-N-cyclopropyl-5-fluoro-4-methylbenzamide C(C)(C)(C)C1=NN=C2N1C=C(C(=C2F)C=2C=C(C(=O)NC1CC1)C=C(C2C)F)F